CN(CCN(C1=C(C=C(C(=C1)OC)NC1=NC=NC(=C1)N1OCC[C@@H]1C1=C(C(=CC=C1)C)F)NC(C=C)=O)C)C N-(2-((2-(dimethylamino)ethyl)(methyl)amino)-5-((6-((R)-3-(2-fluoro-3-methylphenyl)isoxazolidine-2-yl)pyrimidine-4-yl)amino)-4-methoxyphenyl)acrylamide